2-amino-N-(2,2,2-trifluoroethyl)acetamide hydrobromide Br.NCC(=O)NCC(F)(F)F